N-(5-(4-fluorophenyl)pyridin-2-yl)-4-(2-methyl-6,7-dihydropyrazolo[1,5-a]pyrimidin-4(5H)-yl)-4-oxobutanamide FC1=CC=C(C=C1)C=1C=CC(=NC1)NC(CCC(=O)N1C=2N(CCC1)N=C(C2)C)=O